NCCN(CCN1C(N(CC1)CCN(CC#N)CCNCC#N)=O)CCNCC#N 2-((2-(3-(2-((2-aminoethyl)(2-((cyanomethyl)amino)eth-yl)amino)ethyl)-2-oxoimidazolidin-1-yl)ethyl)(2-((cyanomethyl)amino)eth-yl)amino)acetonitrile